BrCCCCN1C=C(C2=CC=CC=C12)C(C)=O 1-(1-(4-bromobutyl)-1H-indol-3-yl)ethan-1-one